1,3-dimethyl-azetidine dec-9-en-1-yl-(E)-3-(2-hydroxyphenyl)acrylate C(CCCCCCCC=C)OC(\C=C\C1=C(C=CC=C1)O)=O.CN1CC(C1)C